COC(=O)C=1C=CC2=C(OC3=C2C=CC(=C3)Br)C1 7-bromodibenzo[b,d]Furan-3-carboxylic acid methyl ester